C1(C(C1)C(=O)Cl)(C(=O)Cl)C(=O)Cl cyclopropanetricarboxylic acid chloride